(S)-1-(4-chlorophenyl)-N-((1R,2R)-1-(8-fluoro-2,3-dihydrobenzo[b][1,4]dioxin-6-yl)-1-hydroxy-3-(piperidin-1-yl)propan-2-yl)pyrrolidine-3-carboxamide ClC1=CC=C(C=C1)N1C[C@H](CC1)C(=O)N[C@@H]([C@H](O)C1=CC2=C(OCCO2)C(=C1)F)CN1CCCCC1